6-(2-((7-chloro-1,2,3,4-tetrahydroisoquinolin-6-yl)amino)-5-(trifluoromethyl)pyrimidin-4-yl)-2-methylthieno[2,3-d]pyrimidin-4(1H)-one ClC1=C(C=C2CCNCC2=C1)NC1=NC=C(C(=N1)C1=CC2=C(NC(=NC2=O)C)S1)C(F)(F)F